(6S)-6-{2-Chloro-3-[(1-cyclopropyl-2-oxopyridin-4-yl)-amino]phenyl}-3-[(4R*)-2,2-dimethyltetrahydropyran-4-yl]-2-imino-6-methylhexahydro-pyrimidin-4-one ClC1=C(C=CC=C1NC1=CC(N(C=C1)C1CC1)=O)[C@@]1(CC(N(C(N1)=N)[C@H]1CC(OCC1)(C)C)=O)C |o1:25|